C1(=CC=CC=C1)S(=O)(=O)C1=CC=2C(=NN(N2)C2=C(C(=CC(=C2)C(C)(C)C)C(C)(C)C)O)C=C1 5-phenylsulfonyl-2-(2-hydroxy-3,5-di-tert-butylphenyl)-2H-benzotriazole